5-bromo-3-(difluoromethyl)pyridinecarboxylic acid isopropyl ester C(C)(C)OC(=O)C1=NC=C(C=C1C(F)F)Br